C[C@H]1CN(C[C@H](O1)C)C(=O)C1=CC=C(C=C1)B1OC(C(O1)(C)C)(C)C ((2S,6R)-2,6-dimethylmorpholinyl)(4-(4,4,5,5-tetramethyl-1,3,2-dioxaborolan-2-yl)phenyl)methanone